NC1=NN(C2=C1N=NC(=C2)C2=C(C=CC=C2)O)C2CCN(CC2)C2=NC=C(C=N2)C2=CCN(CC2)C(=O)OC(C)(C)C tert-butyl 4-(2-(4-(3-amino-6-(2-hydroxyphenyl)-1H-pyrazolo[4,3-c]pyridazin-1-yl) piperidin-1-yl) pyrimidin-5-yl)-5,6-dihydropyridine-1(2H)-carboxylate